aniline ethanesulfonate C(C)S(=O)(=O)O.NC1=CC=CC=C1